C(C)(C)(C)OC(=O)N1CCC2(CC(C2)N2CC3=C(C=C(C=C3CC2)C(=O)OC)F)CC1 methyl 2-(7-tert-butoxycarbonyl-7-azaspiro[3.5]nonan-2-yl)-8-fluoro-3,4-dihydro-1H-isoquinoline-6-carboxylate